α-L-rhamnopyranosyl-3-hydroxydecanoyl-3-hydroxydecanoic acid [C@@H]1([C@H](O)[C@H](O)[C@@H](O)[C@@H](O1)C)C(C(=O)O)(C(CCCCCCC)O)C(CC(CCCCCCC)O)=O